C1(CC1)S(=O)(=O)C1(CC1)CN1C(C2=C(CC1)C(=NN2C)C=O)=O 6-((1-(Cyclopropylsulfonyl)cyclopropyl)methyl)-1-methyl-7-oxo-4,5,6,7-tetrahydro-1H-pyrazolo[3,4-c]pyridine-3-carbaldehyde